FC1(CCC(CC1)[C@H](NC(=O)C1=NOC=C1C)C=1OC2=C(N1)C=C(C=C2)[C@@H](COC)N2C(N[C@@H](C2)C(F)(F)F)=O)F N-((S)-(4,4-difluoro-cyclohexyl)(5-((S)-2-methoxy-1-((S)-2-oxo-4-(trifluoromethyl)imidazolidin-1-yl)ethyl)benzo[d]oxazol-2-yl)methyl)-4-methyl-isoxazole-3-carboxamide